Neryl isobutyrate C(C(C)C)(=O)OC\C=C(\C)/CCC=C(C)C